2-amino-5-nitro-N,3-dimethylaminobenzamide NC1=C(C(=O)NNC)C=C(C=C1NC)[N+](=O)[O-]